C(C)C1=NN(C2=CC=C(C=C12)N(C1CCOCC1)C)C=1C(=C(C(=C(C1)C(F)(F)F)F)O)F 3-(3-Ethyl-5-(methyl(tetrahydro-2H-pyran-4-yl)amino)-1H-indazol-1-yl)-2,6-difluoro-5-(trifluoromethyl)phenol